CNS(=O)(=O)C1=CC(=C(C=C1)NCC12CC(C1)(C2)C(F)(F)F)C=2N=CN(C2)C N-methyl-3-(1-methylimidazol-4-yl)-4-[[3-(trifluoromethyl)-1-bicyclo[1.1.1]pentanyl]methylamino]benzenesulfonamide